C(C)OC(C(C(C1=NC=CC=C1)=O)C)=O 2-methyl-3-oxo-3-(2-pyridinyl)propanoic acid ethyl ester